C(C)C1=CC=C(CNC2=CC=C(C=C2)Br)C=C1 N-(4-ethylbenzyl)-4-bromoaniline